(R)-2-((1-(2-cyano-3-(1,1-difluoro-6-azaspiro[2.5]octan-6-yl)-7-methyl-quinoxalin-5-yl)ethyl)amino)benzoic acid C(#N)C1=NC2=CC(=CC(=C2N=C1N1CCC2(CC2(F)F)CC1)[C@@H](C)NC1=C(C(=O)O)C=CC=C1)C